5-fluoro-1'-methyl-spiro[isoindoline-1,3'-pyrrolidine]-2',3-dione FC=1C=C2C(NC3(C(N(CC3)C)=O)C2=CC1)=O